C1(CCCC1)C1=C(C=CC=C1)C(C(=O)NC1CCN(CC1)CCC=C(C)C)O cyclopentyl-α-hydroxy-N-[1-(4-methyl-3-pentenyl)-4-piperidinyl]benzeneacetamide